C[C@@H]1O[C@@H](CN(C1)C1=NN=C(C2=CC=C(C=C12)C)C1=C(C=C(C=C1)C(F)(F)F)O)C 2-(4-((cis)-2,6-dimethylmorpholino)-6-methylphthalazin-1-yl)-5-(trifluoromethyl)phenol